4-(4-(((R)-1-(3-(difluoromethyl)-2-fluorophenyl)ethyl)amino)-2-methylfuro[3',2':4,5]pyrido[3,2-d]pyrimidin-6-yl)cyclohex-3-en-1-ol n-hexyl-methacrylate isooctyl-methacrylate C(CCCCC(C)C)C=C(C(=O)O)C.C(CCCCC)C=C(C(=O)O)C.FC(C=1C(=C(C=CC1)[C@@H](C)NC=1C2=C(N=C(N1)C)C1=C(C(=N2)C2=CCC(CC2)O)OC=C1)F)F